NC1C(N(CC1)C=C)=O amino-N-Vinyl-Pyrrolidone